Salicylic acid-Cis-3-hexenyl ester (Cis-3-hexenyl salicylate) C(=C/CCCC)/C1=C(C(C(=O)O)=CC=C1)O.C(C\C=C/CC)OC(C=1C(O)=CC=CC1)=O